BrC=1C=CC=2N(C1)C(=C(N2)C2=NC=1C(=NC=C(C1)C(F)(F)F)N2C)S(=O)(=O)CC (6-bromo-3-ethylsulfonyl-imidazo[1,2-a]pyridin-2-yl)-3-methyl-6-(trifluoromethyl)imidazo[4,5-B]pyridine